C(C)(C)(CC)OC(NCC(CCC=C(C)C)C)=O (2,6-dimethylhept-5-en-1-yl)carbamic acid tert-amyl ester